CC1=C(C=NN1COCC[Si](C)(C)C)CN1C(CN[C@H]2CCCC[C@H]12)=O (4aS,8aS)-1-((5-methyl-1-((2-(trimethylsilyl)ethoxy)methyl)-1H-pyrazol-4-yl)methyl)octahydroquinoxalin-2(1H)-one